5-((2,6-Diethyl-3,4-dihydroquinolin-1(2H)-yl)sulfonyl)-2-vinylbenzyl Acetate C(C)(=O)OCC1=C(C=CC(=C1)S(=O)(=O)N1C(CCC2=CC(=CC=C12)CC)CC)C=C